2,8,8,11-Tetramethyl-2-(2-oxopropyl)-5-pentyl-8a,9,10,12a-tetrahydro-4H,8H-benzo[c][1,3]dioxino[4,5-f]chromen-4-on CC1(OC(C=2C(=C3C4C(C(OC3=CC2CCCCC)(C)C)CCC(=C4)C)O1)=O)CC(C)=O